2-((tert-butoxycarbonyl)amino)-3-(3-(1-ethyl-3-(3-hydroxy-2,2-dimethylpropyl)-2-(2-((S)-1-methoxyethyl)pyridin-3-yl)-1H-indol-5-yl)-5-(fluoromethyl)phenyl)propanoic acid C(C)(C)(C)OC(=O)NC(C(=O)O)CC1=CC(=CC(=C1)CF)C=1C=C2C(=C(N(C2=CC1)CC)C=1C(=NC=CC1)[C@H](C)OC)CC(CO)(C)C